I\C=C\CCCC (E)-1-iodo-1-hexene